(E)-6-(4-(Dimethylamino)but-2-enoyl)-4-(2-(1-ethyl-3-(trifluoromethyl)-1H-pyrazol-4-yl)-3,5-difluorophenyl)-4,5,6,7-tetrahydrothieno[2,3-c]pyridine-2-carbonitrile CN(C/C=C/C(=O)N1CC2=C(C(C1)C1=C(C(=CC(=C1)F)F)C=1C(=NN(C1)CC)C(F)(F)F)C=C(S2)C#N)C